ClCC1=CC=C(C(=N1)C(F)(F)F)C1CCCCC1 6-(chloromethyl)-3-cyclohexyl-2-(trifluoromethyl)pyridine